ethylendi-amine C(CN)N